C1(=CC=CC=C1)[Si](OCC)(OCC)OCC Monophenyltriethoxysilane